2-Dicyclohexylphosphino-2',6'-bis(dimethylamino)-1,1'-biphenyl C1(CCCCC1)P(C1=C(C=CC=C1)C1=C(C=CC=C1N(C)C)N(C)C)C1CCCCC1